NC=1N=NC(=CC1N1N=CC(=C1)C1CC2(CN(C2)C2CCC(CC2)C2=CC=CC=3N(CCOC32)[C@H]3C(NC(CC3)=O)=O)C1)C1=C(C=CC=C1)O (3R)-3-[8-[4-[6-[1-[3-amino-6-(2-hydroxyphenyl)pyridazin-4-yl]pyrazol-4-yl]-2-azaspiro[3.3]heptan-2-yl]cyclohexyl]-2,3-dihydro-1,4-benzoxazin-4-yl]piperidine-2,6-dione